N-(2-{5-[(3R)-3-aminopiperidine-1-carbonyl]-7-methoxy-1-methyl-1H-1,3-benzodiazol-2-yl}-1-(cyclopropylmethyl)-1H-pyrrolo[2,3-b]pyridin-6-yl)-3-methylpyridin-4-amine N[C@H]1CN(CCC1)C(=O)C1=CC2=C(N(C(=N2)C2=CC=3C(=NC(=CC3)NC3=C(C=NC=C3)C)N2CC2CC2)C)C(=C1)OC